OC=1C=C2C=CC(=CC2=CC1)C1(C2=CC=CC=C2C=2C=CC=CC12)O 9-(6-hydroxy-2-naphthyl)fluoren-9-ol